O1CCN(CC1)C=1C2=C(N=CN1)N(C(=C2)C2=CC=C(C=C2)NS(=O)(=O)CC=2C=C(C=CC2)N2C[C@@H](CCC2)NC(OC(C)(C)C)=O)COCC[Si](C)(C)C tert-butyl (R)-(1-(3-((N-(4-(4-morpholino-7-((2-(trimethylsilyl)ethoxy)methyl)-7H-pyrrolo[2,3-d]pyrimidin-6-yl)phenyl)sulfamoyl)methyl)phenyl)piperidin-3-yl)carbamate